N-((2R,3S)-1-benzhydryl-2-methylazetidin-3-yl)-N-ethylmethanesulfonamide C(C1=CC=CC=C1)(C1=CC=CC=C1)N1[C@@H]([C@H](C1)N(S(=O)(=O)C)CC)C